8-chloro-6-(2,6-dichlorophenyl)-7-fluoroisoquinolin-3-amine ClC=1C(=C(C=C2C=C(N=CC12)N)C1=C(C=CC=C1Cl)Cl)F